CCC(CC)OOC(C(C)(OCCCCOC(CC)CC)OCCCCOC(CC)CC)CC 3-((3-pentyloxy)oxy)-2,2-bis(((3-pentyloxy)methyl)propoxy)pentane